6-(3,5-dimethylisoxazol-4-yl)-3-(1-methylpyrazol-4-yl)pyrrolo[3,2-b]pyridin CC1=NOC(=C1C=1C=C2C(=NC1)C(=CN2)C=2C=NN(C2)C)C